N2-{2-[2-(difluoromethoxy)phenyl][1,2,4]triazolo[1,5-c]quinazolin-5-yl}-N-methyl-D-norvalinamide FC(OC1=C(C=CC=C1)C1=NN2C(=NC=3C=CC=CC3C2=N1)N[C@H](CCC)C(=O)NC)F